N-(4-methylphenyl)-4-quinolin-4-ylpyrimidin-2-amine CC1=CC=C(C=C1)NC1=NC=CC(=N1)C1=CC=NC2=CC=CC=C12